CN1CCC2(C[C@@H]2C(=O)N[C@@H](CCCCCC(CC)=O)C=2NC(=CN2)C=2C=NC3=CC=CC=C3C2)CC1 (S)-6-methyl-N-((S)-7-oxo-1-(5-(quinolin-3-yl)-1H-imidazol-2-yl)nonyl)-6-azaspiro[2.5]octane-1-carboxamide